Cl.C(CCCCCCCCC)C1=CC=C(C=C1)NC(O[C@H]1CNCC1)=O (R)-pyrrolidin-3-yl (4-decylphenyl)carbamate hydrochloride